dodecyl-di(methyl)ammonium tetra(pentafluorophenyl)borate FC1=C(C(=C(C(=C1[B-](C1=C(C(=C(C(=C1F)F)F)F)F)(C1=C(C(=C(C(=C1F)F)F)F)F)C1=C(C(=C(C(=C1F)F)F)F)F)F)F)F)F.C(CCCCCCCCCCC)[NH+](C)C